C(C)(=O)OC1=CC=C(C=C1)C1CC(=[N+](O1)[O-])C#N 5-(p-acetoxyphenyl)-3-cyano-N-oxidoisoxazoline